ClC1=NC=C(C(=O)OC)C(=C1)NC1=C(C(=CC=C1)C1=NN(C=N1)C)OC methyl 6-chloro-4-((2-methoxy-3-(1-methyl-1H-1,2,4-triazol-3-yl)phenyl)amino)nicotinate